N-(2-aminophenyl)-4-iodo-N-ethylbenzamide NC1=C(C=CC=C1)N(C(C1=CC=C(C=C1)I)=O)CC